C(C)N1C[C@@H](CCC1)NC1=C2C(=C(N=N1)C1=C(C=C(C=C1)OC(F)(F)F)OC)N(N=C2)C N-[(3R)-1-ethyl-3-piperidinyl]-7-[2-methoxy-4-(trifluoromethoxy)phenyl]-1-methyl-pyrazolo[3,4-d]pyridazin-4-amine